3-amino-2-fluoro-5-(trifluoromethyl)benzoic acid NC=1C(=C(C(=O)O)C=C(C1)C(F)(F)F)F